(1R,2S)-2-((S)-5-Chloro-8-((5-(difluoromethyl)-1-methyl-1H-1,2,3-triazol-4-yl)methoxy)-1-((2-oxopyrrolidin-1-yl)methyl)-1,2,3,4-tetrahydroisochinolin-2-carbonyl)cyclopentan ClC1=C2CCN([C@H](C2=C(C=C1)OCC=1N=NN(C1C(F)F)C)CN1C(CCC1)=O)C(=O)C1CCCC1